C(C=C)(=O)OC(CCCCCCCCCCC)=O Dodecanoyl acrylate